BrC=1C=C(CN2C3=NC=NC(=C3N=C2C2=C(C=C(OCC[C@H](C(=O)O)C)C=C2)Cl)OC2(CC2)C)C=CC1 |r| (racemic)-4-(4-(9-(3-bromobenzyl)-6-(1-methylcyclopropoxy)-9H-purin-8-yl)-3-chlorophenoxy)-2-methylbutanoic acid